5-(6-((4-(trifluoromethyl)phenyl)carbamoyl)pyridin-2-yl)-1H-indole-3-carboxylic acid FC(C1=CC=C(C=C1)NC(=O)C1=CC=CC(=N1)C=1C=C2C(=CNC2=CC1)C(=O)O)(F)F